C(CC)(N)N 1,1-propanediamine